3-[[4-chloro-6-[2-(cyclopentylmethyl)-6-methyl-phenyl]-5-methyl-pyrimidin-2-yl]sulfamoyl]benzoic acid ClC1=NC(=NC(=C1C)C1=C(C=CC=C1C)CC1CCCC1)NS(=O)(=O)C=1C=C(C(=O)O)C=CC1